N[C@H]1C[C@H](CC1)NC=1C=2N(N=CC1C(=NC1=C(C=C(C=C1)O)CC)N)C=C(C2)C=2C(=NC(=CC2C)OC)C 4-[[cis-3-aminocyclopentyl]amino]-N'-(2-ethyl-4-hydroxy-phenyl)-6-(6-methoxy-2,4-dimethyl-3-pyridyl)pyrrolo[1,2-b]pyridazine-3-carboxamidine